3-bromo-1-(4-hydroxy-3-nitrophenyl)-1H-pyrrole-2,5-dione BrC=1C(N(C(C1)=O)C1=CC(=C(C=C1)O)[N+](=O)[O-])=O